C[SiH](C(C)(C)C)C dimethyl-(2-methylpropan-2-yl)silane